6-(4-((4-(1H-pyrazol-4-yl)phenyl)-amino)-pyrimidin-2-yl)-5-chloro-N-methyl-1H-indole-2-carboxamide N1N=CC(=C1)C1=CC=C(C=C1)NC1=NC(=NC=C1)C1=C(C=C2C=C(NC2=C1)C(=O)NC)Cl